1-(2-hydroxybutyl)-6-(4-methoxyphenyl)-3H-imidazo[4,5-b]pyridin-2-one OC(CN1C(NC2=NC=C(C=C21)C2=CC=C(C=C2)OC)=O)CC